N-((2-(2,6-dioxopiperidin-3-yl)-1-oxoisoindolin-5-yl)methyl)-2,2-difluoro-2-(5-(trifluoromethylsulfanyl)pyridin-2-yl)acetamide O=C1NC(CCC1N1C(C2=CC=C(C=C2C1)CNC(C(C1=NC=C(C=C1)SC(F)(F)F)(F)F)=O)=O)=O